hexyl ((3R)-5-amino-1,1,1-trifluoro-5-oxo-2-(phenethylamino)pentan-3-yl)carbamate NC(C[C@H](C(C(F)(F)F)NCCC1=CC=CC=C1)NC(OCCCCCC)=O)=O